(1R,3S,5R)-2-(2-(3-acetyl-7-methyl-5-(2-methylpyrimidin-5-yl)-1H-indazol-1-yl)acetyl)-N-(1,3-diphenylpropan-2-yl)-5-methyl-2-azabicyclo[3.1.0]hexane-3-carboxamide C(C)(=O)C1=NN(C2=C(C=C(C=C12)C=1C=NC(=NC1)C)C)CC(=O)N1[C@@H]2C[C@@]2(C[C@H]1C(=O)NC(CC1=CC=CC=C1)CC1=CC=CC=C1)C